4-(1-(5-cyanopyrimidin-2-yl)piperidin-4-yl)-N,N,1-trimethyl-2,3-dioxo-1,2,3,4-tetrahydropyrido[2,3-b]pyrazine-7-carboxamide C(#N)C=1C=NC(=NC1)N1CCC(CC1)N1C2=C(N(C(C1=O)=O)C)C=C(C=N2)C(=O)N(C)C